COC=1C=C2CCN(CC2=CC1NC1=NC2=CC(=CC=C2C=N1)NC[C@@H]1CCC(N1)=O)C (5S)-5-[({2-[(6-methoxy-2-methyl-1,2,3,4-tetrahydroisoquinolin-7-yl)amino]quinazolin-7-yl}amino)methyl]pyrrolidin-2-one